ClC1=CC=C(OP(=O)(OC2=C(C(=C(C(=C2F)F)F)F)F)N[C@@H](C)C(=O)OC2CCCCCCC2)C=C1 cyclooctyl ((4-chlorophenoxy)(perfluorophenoxy)phosphoryl)-L-alaninate